ClC=1C(=CC=C2N=CC(=NC12)C=1C=NN(C1)CC(=O)O)OC1=C(C2=C(N=C(N2COCC[Si](C)(C)C)C)C=C1)F 2-[4-[8-chloro-7-[4-fluoro-2-methyl-3-(2-trimethylsilylethoxymethyl)benzimidazol-5-yl]oxy-quinoxalin-2-yl]pyrazol-1-yl]acetic acid